FC(C(=O)O)(F)F.CC1CN(C1)C(CN1N=CC2=NC=C(C=C21)C2=CC(=CC=C2)C(F)(F)F)=O 1-(3-Methylazetidin-1-yl)-2-[6-[3-(trifluoromethyl)phenyl]pyrazolo[4,3-b]pyridin-1-yl]ethanone trifluoroacetate salt